FC1=C(C=C(C=C1)NCC1=NC=C(C=C1)C1=NOC(=N1)C(F)(F)F)CO {2-fluoro-5-[({5-[5-(trifluoromethyl)-1,2,4-oxadiazol-3-yl]pyridin-2-yl}methyl)amino]phenyl}methanol